FC1=C2C(=CN=C1N1[C@@H](CN(CC1)C(C)C)C)NC(=C2C(C)C)C=2C=C(C=1N(C2)N=CN1)OC (R)-6-(4-fluoro-3-isopropyl-5-(4-isopropyl-2-methylpiperazin-1-yl)-1H-pyrrolo[2,3-c]pyridin-2-yl)-8-methoxy-[1,2,4]triazolo[1,5-a]pyridine